3-(3-fluoro-4-(4-N-methylpiperidin-4-ylpiperazinyl)phenyl)-1H-1,2,4-triazole-3,5-diamine FC=1C=C(C=CC1N1C(CN(CC1)C)C1CCNCC1)C1(NNC(=N1)N)N